C1=CC=CC=2C3=CC=CC=C3N(C12)C1=CC(=CC=C1)N1C2=CC=CC=C2C=2C=CC=CC12 1,3-bis(carbazole-9-yl)-benzene